5'-(2-(((1r,4s)-4-aminocyclohexyl)amino)-1-phenylethyl)-2'-chloro-6-fluoro-5-(((S)-tetrahydrofuran-2-yl)methoxy)-[1,1'-biphenyl]-2-carboxamide NC1CCC(CC1)NCC(C1=CC=CC=C1)C=1C=CC(=C(C1)C=1C(=CC=C(C1F)OC[C@H]1OCCC1)C(=O)N)Cl